1,2,2,3-tetrafluoro-1-iodo-propane FC(C(CF)(F)F)I